N1(CCC1)CC1(CC1)NC(C(CC)OC1=C(C=CC=C1)Cl)=O N-(1-(azetidin-1-ylmethyl)cyclopropyl)-2-(2-chlorophenoxy)butanamide